(R)-4-(sec-butylamino)-2-((2-methoxy-4-(1-(oxetan-3-yl)-4-oxido-1,4-azaphosphinan-4-yl)phenyl)amino)-7H-pyrrolo[2,3-d]pyrimidine-5-carbonitrile [C@@H](C)(CC)NC=1C2=C(N=C(N1)NC1=C(C=C(C=C1)P1(CCN(CC1)C1COC1)=O)OC)NC=C2C#N